(6S)-6-{2-Chloro-3-[(5-methyl-pyrazin-2-yl)amino]phenyl}-3-(3-hydroxy-3-methylcyclobutyl)-2-imino-6-methyl-hexahydropyrimidin-4-one ClC1=C(C=CC=C1NC1=NC=C(N=C1)C)[C@@]1(CC(N(C(N1)=N)C1CC(C1)(C)O)=O)C